4-aminopyridine-2,6-dicarboxylic acid dimethyl ester COC(=O)C1=NC(=CC(=C1)N)C(=O)OC